(R)-4-(7-(4-Isopropanesulfonylphenyl)-2-(1-toluenesulfonyl-1H-pyrrolo[2,3-b]pyridin-4-yl)Thieno[3,2-d]pyrimidin-4-yl)-3-methylmorpholine C(C)(C)S(=O)(=O)C1=CC=C(C=C1)C1=CSC2=C1N=C(N=C2N2[C@@H](COCC2)C)C2=C1C(=NC=C2)N(C=C1)S(=O)(=O)CC1=CC=CC=C1